6-METHYL-3-PIPERIDINECARBOXYLIC ACID CC1CCC(CN1)C(=O)O